O[C@@H]1[C@@H]([C@H](O[C@H]1CNC(C)C)N1C(NC(C=C1)=O)=O)OC 1-((2S,3S,4S,5S)-4-hydroxy-5-((isopropylamino)methyl)-3-methoxytetrahydrofuran-2-yl)pyrimidine-2,4(1H,3H)-dione